CO[C@@]1(CNCC1)CN(C)C (S)-1-(3-methoxypyrrolidin-3-yl)-N,N-dimethylmethanamine